[2-(3-pyridyl)phenyl]pyridine-2,6-diamine N1=CC(=CC=C1)C1=C(C=CC=C1)C=1C(=NC(=CC1)N)N